O[C@H]1[C@@]2(CO[C@H]([C@@H]([C@H]1O)NC1=NC(=CC(=N1)C#N)C)O2)CO 2-[[(1S,2R,3R,4R,5S)-2,3-dihydroxy-1-(hydroxymethyl)-6,8-dioxabicyclo[3.2.1]octan-4-yl]amino]-6-methyl-pyrimidine-4-carbonitrile